C(C1=CC=CC=C1)OC1=CC2=C(N(C(=N2)C2=C(C=C(C=C2)C)O)CC2=CC=C(C=C2)F)C=C1 5-(Benzyloxy)-1-(4-fluorobenzyl)-2-(2-hydroxy-4-methylphenyl)-1H-benzo[d]imidazole